icos-10-ene-1,20-diol C(CCCCCCCCC=CCCCCCCCCCO)O